C1(CC1)S(=O)(=O)N1C[C@H]([C@@H](CC1)NC1=NN2C(C=N1)=C(C=C2N2N=C(C=C2)CC(F)(F)F)F)O (3R,4R)-1-(cyclopropylsulfonyl)-4-((5-fluoro-7-(3-(2,2,2-trifluoroethyl)-1H-pyrazol-1-yl)pyrrolo[2,1-f][1,2,4]triazin-2-yl)amino)piperidin-3-ol